3-Vinylphthalic acid anhydride C(=C)C1=C2C(C(=O)OC2=O)=CC=C1